CN1C(NC2=C1C=C(C(=C2)C2=CC=CN1C=CC=C21)C(F)(F)F)=O 8-(1-methyl-2-oxo-6-(trifluoromethyl)-2,3-dihydro-1H-benzo[d]imidazol-5-yl)indolizine